N-(3,5-dichloro-4-(2,6-dioxopiperidin-3-yl)benzyl)-2-methyl-2-(5-(trifluoromethoxy)-pyrimidin-2-yl)propanamide ClC=1C=C(CNC(C(C)(C2=NC=C(C=N2)OC(F)(F)F)C)=O)C=C(C1C1C(NC(CC1)=O)=O)Cl